C(C)(C)NC1=NC(=NC(=N1)C1=NC=CC=C1)NC1=C(C#N)C=CC=C1 (4-(isopropylamino)-6-(pyridin-2-yl)-1,3,5-triazin-2-ylamino)benzonitrile